acrylic acid-d3 C(C(=C([2H])[2H])[2H])(=O)O